N,6-dimethyl-5-(3-methyl-4-((3-methyl-2,4-dioxo-1,2,3,4-tetrahydrothieno[3,2-d]pyrimidin-6-yl)methyl)piperazin-1-yl)picolinamide CNC(C1=NC(=C(C=C1)N1CC(N(CC1)CC1=CC=2NC(N(C(C2S1)=O)C)=O)C)C)=O